BrC1=C(C=C(C(=C1)Cl)C(F)(F)F)CC1=C(C=C(C=C1)F)C 1-Bromo-5-chloro-2-(4-fluoro-2-methylbenzyl)-4-(trifluoromethyl)benzene